bis(3-dimethylaminopropyl)-N,N-dimethylpropanediamine CN(CCCC(C(N(C)C)N)(C)CCCN(C)C)C